tert-butyl 4-(4-benzyloxyphenyl)-3-oxo-piperidine-1-carboxylate C(C1=CC=CC=C1)OC1=CC=C(C=C1)C1C(CN(CC1)C(=O)OC(C)(C)C)=O